1-(cyclopropylmethyl)-5-(trifluoromethyl)-1H-pyrazol-4-amine C1(CC1)CN1N=CC(=C1C(F)(F)F)N